3-(3-(2-chloro-3-(3-(3-hydroxypyrrolidin-1-yl)propoxy)phenyl)anilino)-1-methylpyrazolo[3,4-b]Pyridine ClC1=C(C=CC=C1OCCCN1CC(CC1)O)C=1C=C(NC2=NN(C3=NC=CC=C32)C)C=CC1